(5-chloro-4-methoxy-2-(trifluoromethyl)phenyl)(methyl)sulfane ClC=1C(=CC(=C(C1)SC)C(F)(F)F)OC